CC1(C(CC2=CC=CC=C12)NC1=CC=C(C=C1)[C@@H](C(F)(F)F)N(C(CCO)=O)C)C N-((1S)-1-(4-((1,1-dimethyl-2,3-dihydro-1H-inden-2-yl)amino)phenyl)-2,2,2-trifluoroethyl)-3-hydroxy-N-methylpropanamide